N-(4-chlorobenzyl)-8-oxo-5,6,7,8-tetrahydroimidazo[1,5-a]pyrazine-3-carboxamide ClC1=CC=C(CNC(=O)C2=NC=C3N2CCNC3=O)C=C1